OC12OC3=C(C1(C(C1=CC=CC(=C12)[N+](=O)[O-])=O)NC(=O)C=1NC(=CC1)S(=O)(=O)C)C=CC(=C3)C(C)C N-(4b-hydroxy-7-isopropyl-4-nitro-10-oxo-4b,10-dihydro-9bH-indeno[1,2-b]benzofuran-9b-yl)-5-(methylsulfonyl)-1H-pyrrole-2-carboxamide